ClC=1C=C(C=CC1C(=O)N1CCN(CC1)C(=O)C1CCNCC1)NC(=O)C=1N(C(=CN1)C=1C(=NN(C1)C1=NC=C(C=C1)NCC)C(F)(F)F)C N-[3-chloro-4-[4-(piperidine-4-carbonyl)piperazine-1-carbonyl]phenyl]-5-[1-[5-(ethylamino)-2-pyridyl]-3-(trifluoromethyl)pyrazol-4-yl]-1-methyl-imidazole-2-carboxamide